OC(CN(C(CC(=O)N(CC(C)O)CC(C)O)=O)CC(C)O)C N,N,N',N'-tetra(2-hydroxypropyl)malonamide